(((tert-Butyldimethylsilyl)oxy)methyl)-5-((6-(3-(difluoromethyl)-4-fluorophenyl)-1H-pyrazolo[4,3-b]pyridin-1-yl)methyl)-1,3,4-oxadiazole [Si](C)(C)(C(C)(C)C)OCC=1OC(=NN1)CN1N=CC2=NC=C(C=C21)C2=CC(=C(C=C2)F)C(F)F